S[SiH3] 1-Mercaptosilane